C(C)N(S(=O)(=O)NC=1C(=C(C(=O)C2=CNC3=NC=C(C=C32)C3=CC(N(C=C3)C3CCNCC3)=O)C(=CC1)F)F)C 3-[3-[[ethyl(methyl)sulfamoyl]amino]-2,6-difluoro-benzoyl]-5-[2-oxo-1-(4-piperidyl)-4-pyridyl]-1H-pyrrolo[2,3-b]pyridine